FC1=C(C(=CC=C1)C1=NC=CC=N1)C(=O)N1CC2CN(CC2C1)C1=NC(=C(C=C1)C)C(C)(C)O (2-fluoro-6-(pyrimidin-2-yl)phenyl)((3R,6S)-5-(6-(2-hydroxypropan-2-yl)-5-methylpyridin-2-yl)hexahydropyrrolo[3,4-c]pyrrol-2(1H)-yl)methanone